Cl.BrC=1C(N(C(=CC1OCC1=C(C=C(C=C1)F)F)C)C1=C(C=CC(=C1)CNC(C)C)C)=O 3-bromo-4-[(2,4-difluorobenzyl)oxy]-1-{5-[(isopropylamino)methyl]-2-methylphenyl}-6-methylpyridin-2(1H)-one hydrochloride